ClC=1N=C(NC1C=1CCN(CC1C)S(=O)(=O)CCC(=O)OC)C1=NC=C(C=C1)F Methyl 3-[[4-[4-chloro-2-(5-fluoro-2-pyridyl)-1H-imidazol-5-yl]-5-methyl-3,6-dihydro-2H-pyridin-1-yl]sulfonyl]propanoate